N1,N1-Dimethyl-N4-(3-methyl-2-(methyl(thiazol-5-ylmethyl)amino)phenyl)benzene-1,4-disulfonamide CN(S(=O)(=O)C1=CC=C(C=C1)S(=O)(=O)NC1=C(C(=CC=C1)C)N(CC1=CN=CS1)C)C